N-ethyl-N-(2-pyridylmethyl)-2-[2-(4-methylphenyl)-7-methyl-imidazo[1,2-a]pyridin-3-yl]-acetamide C(C)N(C(CC1=C(N=C2N1C=CC(=C2)C)C2=CC=C(C=C2)C)=O)CC2=NC=CC=C2